7-cyclopentyl-2-[[5-(3-hydroxypropoxy)-2-pyridinyl]amino]-N,N-dimethylpyrrolo[2,3-d]pyrimidine-6-carboxamide C1(CCCC1)N1C(=CC2=C1N=C(N=C2)NC2=NC=C(C=C2)OCCCO)C(=O)N(C)C